N1-(3,4-dichloro-1H-indol-7-yl)-N4-(3-(2-methoxyethoxy)propyl)benzene-1,4-disulfonamide ClC1=CNC2=C(C=CC(=C12)Cl)NS(=O)(=O)C1=CC=C(C=C1)S(=O)(=O)NCCCOCCOC